ClC1=C(C=CC=C1)C#CC1=CC=CC=C1 chlorotolan